8-(1-(2-(5-((R)-3-((tert-butoxycarbonyl)amino)piperidine-1-carbonyl)-7-methoxy-1-methyl-1H-benzo[d]imidazol-2-yl)-1H-pyrrolo[2,3-b]pyridin-6-yl)ethoxy)octyl methanesulfonate CS(=O)(=O)OCCCCCCCCOC(C)C1=CC=C2C(=N1)NC(=C2)C2=NC1=C(N2C)C(=CC(=C1)C(=O)N1C[C@@H](CCC1)NC(=O)OC(C)(C)C)OC